1-cyclopropyl-N-((R)-1-(3-(difluoromethyl)-2-fluorophenyl)ethyl)-4-(((1R,5S,8s)-3-methyl-3-azabicyclo[3.2.1]octan-8-yl)amino)-6-oxo-1,6-dihydropyridine-3-carboxamide C1(CC1)N1C=C(C(=CC1=O)NC1[C@H]2CN(C[C@@H]1CC2)C)C(=O)N[C@H](C)C2=C(C(=CC=C2)C(F)F)F